5-(difluoromethyl)-2',4,6'-trimethyl-[1,1'-biphenyl] FC(C=1C(=CC=C(C1)C1=C(C=CC=C1C)C)C)F